1-tert-butyl 2-methyl (2R,4R)-4-(piperidin-1-yl)pyrrolidine-1,2-dicarboxylate N1(CCCCC1)[C@@H]1C[C@@H](N(C1)C(=O)OC(C)(C)C)C(=O)OC